BrC1=CC(=C(C=C1F)CC(=O)NC1=C(C=C(C(=O)OC)C=C1)N[C@@H](C(C)(C)OC)C)F |r| Racemic-methyl 4-[[2-(4-bromo-2,5-difluoro-phenyl)acetyl]amino]-3-[(2-methoxy-1,2-dimethyl-propyl)amino]benzoate